(S)-3-((R)-3',3'-difluoro-1'-(3-(1-(oxetan-3-yl)-1H-pyrazol-4-yl)benzyl)-6-oxo-6,8-dihydro-2H,7H-spiro[furo[2,3-e]isoindol-3,4'-piperidin]-7-yl)piperidine-2,6-dione FC1(CN(CC[C@@]12COC1=C3CN(C(C3=CC=C12)=O)[C@@H]1C(NC(CC1)=O)=O)CC1=CC(=CC=C1)C=1C=NN(C1)C1COC1)F